ClC1=NC2=C(C=CC(=C2C=C1)C)Cl 2,8-Dichloro-5-methylquinoline